C(CCC)NO N-(n-butyl)hydroxylamine